6-methoxy-N-trityl-6,7-dihydro-5H-pyrazolo[5,1-b][1,3]oxazine-3-sulfonimidamide COC1CN2C(OC1)=C(C=N2)S(=O)(NC(C2=CC=CC=C2)(C2=CC=CC=C2)C2=CC=CC=C2)=N